CC1(O[C@@H]2CO[C@@]3([C@H]([C@@H]2O1)OC(O3)(C)C)CO)C 2,3,4,5-di-O-isopropylidene-β-D-fructopyranose